FC1(CN(CC(C1)O)C(=O)OC(C)(C)C)F tert-butyl 3,3-difluoro-5-hydroxy-piperidine-1-carboxylate